3-(4-((3-chloro-4-fluorophenyl)amino-7-methoxyquinazolin-6-yl)azetidin-1-yl)prop-2-en-1-one ClC=1C=C(C=CC1F)NC1=NC2=CC(=C(C=C2C=N1)C1CCN1C=CC=O)OC